(1-(pyridin-3-yl)piperidin-4-yl)methanol N1=CC(=CC=C1)N1CCC(CC1)CO